N-(4-bromobenzyl)-N-toluenesulfonylalanine methyl ester COC([C@@H](N(S(=O)(=O)CC1=CC=CC=C1)CC1=CC=C(C=C1)Br)C)=O